[N+](=O)([O-])C1=CC(=C(C=C1)N1C(COCC1)=O)NC(=O)OC1=CC=CC=C1 4-(p-nitrophenoxycarbonylaminophenyl)-3-morpholinone